N-(4-{4-cyano-5-[(pyridazin-3-yl)amino]-1-{[2-(trimethylsilyl)ethoxy]methyl}-1H-pyrazol-3-yl}phenyl)ethane-1-sulfonamide C(#N)C=1C(=NN(C1NC=1N=NC=CC1)COCC[Si](C)(C)C)C1=CC=C(C=C1)NS(=O)(=O)CC